1-(3-((1-(2,6-dioxopiperidin-3-yl)-2,5-dioxo-2,5-dihydro-1H-pyrrol-3-yl)amino)benzyl)-3-(4-methyl-3-(trifluoromethyl)phenyl)urea O=C1NC(CCC1N1C(C(=CC1=O)NC=1C=C(CNC(=O)NC2=CC(=C(C=C2)C)C(F)(F)F)C=CC1)=O)=O